4-(4-(1,4-diazepan-1-yl)-8-fluoro-2-((tetrahydro-1H-pyrrolizin-7a(5H)-yl)methoxy)-pyrido[4,3-d]pyrimidin-7-yl)-5-ethynylnaphthalen-2-ol N1(CCNCCC1)C=1C2=C(N=C(N1)OCC13CCCN3CCC1)C(=C(N=C2)C2=CC(=CC1=CC=CC(=C21)C#C)O)F